COC(=O)C1=NN(C(=N1)C(C)NC(C1=CC(=CC(=C1)C(F)(F)F)Cl)=O)C1=NC=C(C=C1)C#N 5-[1-[[3-Chloro-5-(trifluoromethyl)benzoyl]amino]ethyl]-1-(5-cyano-2-pyridinyl)-1,2,4-triazole-3-carboxylic acid methyl ester